(4-fluorophenyl)-((2-(4-(methoxymethoxy)-3-methylphenyl)thiazol-5-yl)methyl)quinoxaline-2-carboxamide FC1=CC=C(C=C1)C1=C2N=C(C(=NC2=CC=C1)C(=O)N)CC1=CN=C(S1)C1=CC(=C(C=C1)OCOC)C